C(C)(C)[C@H]1N(C(OC1)=O)C=1C=C(C2=C(N=C(N=C2)SC)N1)C#C[Si](C(C)C)(C(C)C)C(C)C (4R)-4-isopropyl-3-[2-(methylsulfanyl)-5-[2-(triisopropylsilyl)ethynyl]pyrido[2,3-d]pyrimidin-7-yl]-1,3-oxazolidin-2-one